C(C)(C)(C)[S@](=O)N[C@@H](C1=CC(=CS1)C(N)=N)C1CCCC1 5-((R)-(((S)-tert-butylsulfinyl)amino)(cyclopentyl)methyl)thiophene-3-carboximidamide